alpha-(trichloromethyl)-acetic acid ClC(CC(=O)O)(Cl)Cl